CC1=CC(=CC(=N1)NC=1C=C(C2=C(OCO2)C1)O)NC 6-[[6-methyl-4-(methylamino)-2-pyridinyl]amino]-1,3-benzodioxol-4-ol